4-methyl-3-(4-methyloxazol-2-yl)aniline CC1=C(C=C(N)C=C1)C=1OC=C(N1)C